FC(OC1=CC=C(C=C1)C(\C=C\C1=CC=C(C=C1)O)=O)F (E)-1-[4-(Difluoromethoxy)phenyl]-3-(4-hydroxyphenyl)prop-2-en-1-one